(2-(trifluoromethyl)phenyl)methanamine FC(C1=C(C=CC=C1)CN)(F)F